C(C1=CC=CC=C1)OC[C@]1(CN(CC1)C(=O)OCCCC)C(=O)N1C(OC[C@@H]1C(C)C)=O butyl (S)-3-((benzyloxy)methyl)-3-((S)-4-isopropyl-2-oxooxazolidine-3-carbonyl)pyrrolidine-1-carboxylate